ClC1=C(C=CC=C1F)C1=CC=CC2=C1NC(=NS2(=O)=O)NCC2=NSC=C2 5-(2-chloro-3-fluorophenyl)-3-((isothiazol-3-ylmethyl)amino)-4H-benzo[e][1,2,4]thiadiazine 1,1-dioxide